3-(2-(tert-butyl)-5-(2-(methylthio)pyrimidin-4-yl)thiazol-4-yl)-2-fluoroaniline C(C)(C)(C)C=1SC(=C(N1)C=1C(=C(N)C=CC1)F)C1=NC(=NC=C1)SC